CC1=C(N=CN1)CCN The molecule is an aralkylamino compound that is histamine bearing a methyl substituent at the 5 position on the ring. It has a role as a metabolite and a histamine agonist. It is a member of imidazoles and an aralkylamino compound. It derives from a histamine.